N1C(NC2=NC=CC=C21)=S 1,3-dihydro-2H-imidazo[4,5-b]pyridine-2-thione